N1N=C(N=C1)C1=CC=C(C=C1)C1=CN=C2C(=N1)N(C=N2)CC2CCCCC2 6-(4-(1H-1,2,4-Triazol-3-yl)phenyl)-1-(cyclohexylmethyl)-1H-imidazo[4,5-b]pyrazin